CC1=C(C(=CC=C1)C)C1=NC(=NC(=C1)OC1=CC=C(C=C1)C1CCN(CC1)C)NS(=O)(=O)C=1C=NN(C1)C N-[4-(2,6-dimethylphenyl)-6-[4-(1-methyl-4-piperidyl)phenoxy]pyrimidin-2-yl]-1-methyl-pyrazole-4-sulfonamide